O1CCC(CC1)N(C(C)=O)CCCCNC(OC(C)(C)C)=O tert-butyl (4-(N-(tetrahydro-2H-pyran-4-yl)acetamido)butyl)carbamate